N-benzyl-3-cyclopropyl-6-(piperidin-3-ylthio)imidazo[1,2-b]pyridazin-8-amine formate C(=O)O.C(C1=CC=CC=C1)NC=1C=2N(N=C(C1)SC1CNCCC1)C(=CN2)C2CC2